FC(C(=O)O)(F)F.C1NCC12CC(C2)CS(=O)(=O)N 2-azaspiro[3.3]heptan-6-ylmethanesulfonamide 2,2,2-trifluoroacetate